C1=NC=C(C2=CC=CC=C12)N1C(N(CC1C#N)C1=C(C=CC(=C1)C(F)(F)F)OC)=O 3-(isoquinolin-4-yl)-1-(2-methoxy-5-(trifluoromethyl)phenyl)-2-oxoimidazoline-4-carbonitrile